C1=CC=CC=2C3=CC=CC=C3N(C12)C1=CC=CC2=C1S(C1=C2C=CC=C1)C1=CC=2C3=CC=CC=C3C3=CC=CC=C3C2C=C1 4-(9H-carbazol-9-yl)-5-(triphenylene-2-yl)-dibenzothiophene